Cl.CN(CC1C(OCC1)(C1=CC=CC=C1)C1=CC=CC=C1)C (-)-tetrahydro-N,N-dimethyl-2,2-diphenyl-3-furanmethanamine hydrochloride